(S)-N-((S)-1-(5-(2-cyclopropylquinolin-6-yl)oxazol-2-yl)-7-oxononyl)-6-ethyl-6-azaspiro[2.5]octane-1-carboxamide C1(CC1)C1=NC2=CC=C(C=C2C=C1)C1=CN=C(O1)[C@H](CCCCCC(CC)=O)NC(=O)[C@H]1CC12CCN(CC2)CC